ClC1=C(C=2N=C(N=C(C2C=N1)N1CCOCC(C1)(O)C)OC[C@]12CCCN2[C@@H](CC1)CO)F 4-(7-chloro-8-fluoro-2-(((3S,7aS)-3-(hydroxymethyl)tetrahydro-1H-pyrrolizin-7a(5H)-yl)methoxy)pyrido[4,3-d]pyrimidin-4-yl)-6-methyl-1,4-oxazepan-6-ol